1-(9Z,12Z-heptadecadienoyl)-glycero-3-phosphoserine CCCC/C=C\C/C=C\CCCCCCCC(=O)OC[C@H](COP(=O)(O)OC[C@@H](C(=O)O)N)O